1-N-methylpseudouridine CN1C=C([C@H]2[C@H](O)[C@H](O)[C@@H](CO)O2)C(NC1=O)=O